trityl alcoholate C(C1=CC=CC=C1)(C1=CC=CC=C1)(C1=CC=CC=C1)[O-]